BrNC1=NC(=NC(=N1)N)N bromomelamine